N1N=CC2=CC=CC(=C12)CN1CCC2(CC1)COC1=C3CN(C(C3=C(C=C12)Cl)=O)[C@@H]1C(NC(CC1)=O)=O (S)-3-(1'-((1H-indazol-7-yl)methyl)-5-chloro-6-oxo-6,8-dihydro-2H,7H-spiro[furo[2,3-e]isoindole-3,4'-piperidin]-7-yl)piperidine-2,6-dione